4-(3-((2-((3S,4R)-3-fluoro-4-hydroxy-3-methylpiperidin-1-yl)pyrimidin-4-yl)amino)-5-isopropylisoquinolin-8-yl)thiomorpholine 1,1-dioxide F[C@]1(CN(CC[C@H]1O)C1=NC=CC(=N1)NC=1N=CC2=C(C=CC(=C2C1)C(C)C)N1CCS(CC1)(=O)=O)C